2-((5-bromo-6-methoxypyridin-2-yl)thio)acetic acid methyl ester COC(CSC1=NC(=C(C=C1)Br)OC)=O